FC1=CC=C(C=C1)N1N=C(C=C1C1=CC=C(C=C1)C)OCC(=O)OCC Ethyl {[1-(4-fluorophenyl)-5-(4-methylphenyl)-1H-pyrazol-3-yl]oxy}acetate